di-tert-butyl (2-(4-((tert-butyldimethylsilyl)oxy)-2-methylbutan-2-yl)-3-methyl-5-(2-(4,4,5,5-tetramethyl-1,3,2-dioxaborolan-2-yl)ethyl)phenyl) phosphate P(=O)(OC(C)(C)C)(OC(C)(C)C)OC1=C(C(=CC(=C1)CCB1OC(C(O1)(C)C)(C)C)C)C(C)(CCO[Si](C)(C)C(C)(C)C)C